2-(3,5-difluorophenyl)-N-(3-methyl-4-(4,4,5,5-tetramethyl-1,3,2-dioxaborolan-2-yl)phenyl)-2-oxoacetamide FC=1C=C(C=C(C1)F)C(C(=O)NC1=CC(=C(C=C1)B1OC(C(O1)(C)C)(C)C)C)=O